C(C)S(=O)(=O)C[C@@H]1[C@H](N(C1)C=1C=CC(=C2C=C(N=CC12)NC1=NC(=NC=C1)N1C[C@@H]([C@@H](CC1)OC)F)F)C 8-[(2R,3S)-3-[(ethanesulfonyl)meth-yl]-2-methylazetidin-1-yl]5-fluoro-N-{2-[(3S,4R)-3-fluoro-4-methoxypiperidin-1-yl]pyrimidin-4-yl}isoquinolin-3-amine